(3-chloro-5-fluorophenyl)(8-(4-cyclopentylpiperazin-1-yl)-5,5-dimethyl-1,3,4,5-tetrahydro-2H-benzo[c]azepin-2-yl)methanone ClC=1C=C(C=C(C1)F)C(=O)N1CC2=C(C(CC1)(C)C)C=CC(=C2)N2CCN(CC2)C2CCCC2